5-Bromo-2-(trifluoromethyl)pyrimidin-4(3H)-one BrC=1C(NC(=NC1)C(F)(F)F)=O